N-[(1R)-1-[4-(4,4,5,5-tetramethyl-1,3,2-dioxaborolan-2-yl)phenyl]ethyl]carbamic acid tert-butyl ester C(C)(C)(C)OC(N[C@H](C)C1=CC=C(C=C1)B1OC(C(O1)(C)C)(C)C)=O